7-amino-N-(4-(2,6-dioxopiperidin-3-yl)phenyl)heptanamide hydrochloride Cl.NCCCCCCC(=O)NC1=CC=C(C=C1)C1C(NC(CC1)=O)=O